(1-hydroxy-1-(4-hydroxyphenyl)propan-2-yl)-5-(3-methoxyphenyl)octahydrocyclopenta[c]pyrrol-5-ol OC(C(C)C1NCC2C1CC(C2)(O)C2=CC(=CC=C2)OC)C2=CC=C(C=C2)O